CNC1=NC(=NC=C1)C N,2-dimethylpyrimidin-4-amine